IC1=CC=C(CC2(CC=CC3=CC=CC(=C23)N)N)C=C1 1-(4-iodobenzyl)naphthalene-1,8-diamine